bis[(2-fluorophenyl)thio]phenylphosphine FC1=C(C=CC=C1)SP(C1=CC=CC=C1)SC1=C(C=CC=C1)F